2-ethynyl-N,N-dimethylaniline C(#C)C1=C(N(C)C)C=CC=C1